p-phenyleneterephthalamide C1=CC2=C3C(=CC=C(C3=C1C=C2)C(=O)N)C(=O)N